FC1=C(C=CC(=C1)NC(OC1=CC=CC=C1)=O)C1=CC=CC=C1 phenyl (2-fluoro-[1,1'-biphenyl]-4-yl)carbamate